NC1=C(C=CC=C1F)C=1C(=CC2=C(N(C(N=C2N2[C@H](CN([C@@H](C2)C)C(C=C)=O)C)=O)C=2C(=NC=CC2C)C(C)C)N1)Cl (M)-7-(2-Amino-3-fluoro-phenyl)-6-chloro-4-[(2S,5R)-2,5-dimethyl-4-prop-2-enoyl-piperazin-1-yl]-1-(2-isopropyl-4-methyl-3-pyridyl)pyrido[2,3-d]pyrimidin-2-one